leucine ethyl ester isocyanate (ethyl-2-isocyanato-4-methylpentanoate) C(C)C(C(=O)[O-])(CC(C)C)N=C=O.[N-]=C=O.C(C)OC([C@@H](N)CC(C)C)=O